5-(Cyclohexen-1-yl)-N-[4-(6,7-dimethoxyquinolin-4-yl)oxyphenyl]-4-hydroxy-6-methylpyridine-3-carboxamide C1(=CCCCC1)C=1C(=C(C=NC1C)C(=O)NC1=CC=C(C=C1)OC1=CC=NC2=CC(=C(C=C12)OC)OC)O